ethyl 4-((3-(aminomethyl)-5-fluorophenyl)amino)benzoate trifluoroacetate FC(C(=O)O)(F)F.NCC=1C=C(C=C(C1)F)NC1=CC=C(C(=O)OCC)C=C1